1-(6-(1-((1-(3-((4-((5-chloropyrimidin-2-yl)amino)piperidin-1-yl)sulfonyl)phenyl)-azetidin-3-yl)methyl)piperidin-4-yl)-1-methyl-1H-indazol-3-yl)dihydropyrimidine-2,4(1H,3H)-dione ClC=1C=NC(=NC1)NC1CCN(CC1)S(=O)(=O)C=1C=C(C=CC1)N1CC(C1)CN1CCC(CC1)C1=CC=C2C(=NN(C2=C1)C)N1C(NC(CC1)=O)=O